6-(2-ethylbutoxy)-4-(6-(piperazin-1-yl)pyridin-3-yl)pyrazolo[1,5-a]pyridine-3-carbonitrile C(C)C(COC=1C=C(C=2N(C1)N=CC2C#N)C=2C=NC(=CC2)N2CCNCC2)CC